(R)-1,1'-binaphthyl-2,2'-disulfonic acid C=1(C(=CC=C2C=CC=CC12)S(=O)(=O)O)C=1C(=CC=C2C=CC=CC12)S(=O)(=O)O